bis(dimethylmethoxysilylethyl) disulfide C[Si](OC)(C)CCSSCC[Si](OC)(C)C